CC1=C(N=C(N1C=1C=NC(=CC1)C)C(=O)N)C#CC=1C=NC=CC1 5-methyl-1-(6-methyl-3-pyridyl)-4-[2-(3-pyridyl)ethynyl]imidazole-2-carboxamide